FC=1C=C(C=O)C=C(C1F)F 3,4,5-trifluoro-benzaldehyde